(E)-ethyl (2-cyano-2-(2-(3,5-dichloro-4-((3-ethyl-1H-indazol-5-yl)oxy)phenyl)hydrazono)acetyl)carbamate C(#N)\C(\C(=O)NC(OCC)=O)=N/NC1=CC(=C(C(=C1)Cl)OC=1C=C2C(=NNC2=CC1)CC)Cl